N1=C2N(C(C=C1)=O)C=CC=C2 4H-pyrido[1,2-a]pyrimidine-4-one